ClC=1C=C(C(=NC1)OC)S(=O)(=O)NC=1C(=C(C(=CC1)F)C1=CC=C2C(=NNC2=C1F)C(=O)NC1CN(C(CC1)=O)C)F 6-[3-(5-Chloro-2-methoxypyridine-3-sulfonamido)-2,6-difluorophenyl]-7-fluoro-N-(1-methyl-6-oxopiperidin-3-yl)-1H-indazole-3-carboxamide